[4-(5,5-dioxo-6,11-dihydrobenzo[c][1]benzothiepin-11-yl)piperazin-1-yl]-(1H-imidazo[4,5-c]pyridin-7-yl)methanone O=S1(CC2=C(C(C3=C1C=CC=C3)N3CCN(CC3)C(=O)C=3C1=C(C=NC3)N=CN1)C=CC=C2)=O